C(CCCCC(C)C)C(C(=O)[O-])S.C(CCCCC(C)C)C(C(=O)[O-])S.C(CCCCC(C)C)C(C(=O)[O-])S.[Sb+3] antimony tri(isooctyl thioglycolate)